C(C=C)(=O)[Cr].[Cu] copper alloyl-chromium